(3R,4S)-3-cyclopropyl-1-(6-(1-(2,2-difluoroethyl)-1H-pyrazol-4-yl)thiazolo[5,4-c]pyridin-4-yl)-4-methyl-2-oxopyrrolidine-3-carbonitrile C1(CC1)[C@]1(C(N(C[C@H]1C)C1=NC(=CC2=C1SC=N2)C=2C=NN(C2)CC(F)F)=O)C#N